(5-(7-((2-(1H-indol-3-yl)ethyl)amino)thiazolo[5,4-d]pyrimidin-5-yl)thiazol-2-yl)methanol N1C=C(C2=CC=CC=C12)CCNC=1C2=C(N=C(N1)C1=CN=C(S1)CO)SC=N2